C1=C(C=CC2=CC=CC=C12)N[C@H](C)C(=O)O 2-naphthyl-D-alanine